Eugenolaldehyde C1(=C(O)C(=CC(CC=C)=C1)C=O)OC